BrC1=CC=C(C=C1)CNC(=O)C1OC2=C(NC1)C=CC=C2 N-[(4-bromophenyl)methyl]-3,4-dihydro-2H-1,4-benzoxazine-2-carboxamide